ClC1=CC=C(C=C1)C=1C=C(C(N(N1)C=1C=NNC1)=O)C(=O)N[C@@H](C)C(C)(C)O 6-(4-chlorophenyl)-N-[(2S)-3-hydroxy-3-methylbutan-2-yl]-3-oxo-2-(1H-pyrazol-4-yl)-2,3-dihydropyridazine-4-carboxamide